FC1(CCN(CC1)C1=NC=CC(=N1)C1=CC=C(C=C1)COCCOC)C(=O)NC1(CCN2CCC1CC2)C 4-fluoro-1-(4-(4-((2-methoxyethoxy)methyl)phenyl)pyrimidin-2-yl)-N-(4-methyl-1-azabicyclo[3.2.2]nonan-4-yl)piperidine-4-carboxamide